4-(4-(3,8-diazabicyclo[3.2.1]oct-3-yl)-8-fluoro-2-((tetrahydro-2H-pyran-4-yl)methoxy)-6-(trifluoromethyl)quinazolin-7-yl)-2-amino-7-fluorobenzo[b]thiophene-3-carbonitrile C12CN(CC(CC1)N2)C2=NC(=NC1=C(C(=C(C=C21)C(F)(F)F)C2=CC=C(C=1SC(=C(C12)C#N)N)F)F)OCC1CCOCC1